N-(3-(3-Phenyl-1H-pyrrolo[3,2-b]pyridin-5-yl)phenyl)acetamide C1(=CC=CC=C1)C1=CNC=2C1=NC(=CC2)C=2C=C(C=CC2)NC(C)=O